7-chlorofuro[2,3-c]pyridine-5-carboxylic acid ClC=1N=C(C=C2C1OC=C2)C(=O)O